N1N=CC2=C1C=CC=N2 1H-PYRAZOLO-PYRIDINE